CN(CCN(CCO)C)C trimethyl-N'-hydroxyethyl-ethylenediamine